rac-tert-butyl (2S,3S)-4,4-difluoro-2-((2-fluoro-[1,1'-biphenyl]-3-yl)methyl)-3-hydroxypyrrolidine-1-carboxylate FC1([C@H]([C@@H](N(C1)C(=O)OC(C)(C)C)CC=1C(=C(C=CC1)C1=CC=CC=C1)F)O)F |r|